C(C1=CC=CC=C1)OC1=NOC(=C1)COC1=C(C=CC2=CN(N=C12)CC1=C2C=CNC2=C(C=C1S(=O)(=O)C)C)C#N 7-((3-(benzyloxy)isoxazol-5-yl)methoxy)-2-((7-methyl-5-(methylsulfonyl)-1H-indol-4-yl)-methyl)-2H-indazole-6-carbonitrile